3-[cyclopropyl({[4-(1H-pyrazol-4-yl)phenyl]methyl})carbamoyl]-5-phenylpiperidin C1(CC1)N(C(=O)C1CNCC(C1)C1=CC=CC=C1)CC1=CC=C(C=C1)C=1C=NNC1